N-Methyl-3,3,3-trifluoropropionamide CNC(CC(F)(F)F)=O